CC(C(=O)[O-])([C@@H](C(=O)OC)NC1(C2=CC=CC=C2C=2C=CC=CC12)C1=CC=CC=C1)C 4-methyl (S)-2,2-dimethyl-3-((9-phenyl-9H-fluoren-9-yl)amino)succinate